3-(3,5-di-tert-butyl-4-hydroxyphenyl)propionyl-hexamethylenediamine C(C)(C)(C)C=1C=C(C=C(C1O)C(C)(C)C)CCC(=O)NCCCCCCN